N-(1,3-benzodioxol-5-ylmethyl)-6-chloro-5-methyl-7-oxo-1H-pyrazolo[1,5-a]pyrimidine-3-carboxamide O1COC2=C1C=CC(=C2)CNC(=O)C2=CNN1C2=NC(=C(C1=O)Cl)C